C(C\C=C\CC)O (E)-3-hexenol